4-methoxy-3-methylbenzo[d]isothiazole 1,1-dioxide COC1=CC=CC2=C1C(=NS2(=O)=O)C